CN1N=C(N=N1)C(=C1CCNCC1)C1=CC=CC=C1 4-((2-methyl-2H-tetrazol-5-yl)(phenyl)methylene)piperidine